spiro[difuro[3,4-b:3',4'-i]xanthene-11,9'-fluorene]-1,3,7,9-tetraone C1=CC=CC=2C3=CC=CC=C3C3(C12)C1=CC2=C(C=C1OC=1C=C4C(=CC13)C(OC4=O)=O)C(OC2=O)=O